C(C)OC[C@@]1(CN(CC1)C(C)(C)C=1C=NC(=CC1)C)CCC1=CN2C(S1)=NC=C2 (S)-2-(2-(3-(ethoxymethyl)-1-(2-(6-methylpyridin-3-yl)propan-2-yl)pyrrolidin-3-yl)ethyl)imidazo[2,1-b]thiazole